N[C@@H](COC1=NC(=NC(=C1)C1=C(C=CC=C1C)C)NS(=O)(=O)C1=NC=CC(=C1)C(=O)O)CC1CCCCC1 2-[[4-[(2R)-2-amino-3-cyclohexyl-propoxy]-6-(2,6-dimethylphenyl)pyrimidin-2-yl]sulfamoyl]pyridine-4-carboxylic acid